ClC1=C2C(=NC(=C1)Cl)NN(C2=O)C 4,6-dichloro-2-methyl-1,2-dihydro-3H-pyrazolo[3,4-b]pyridin-3-one